5-methoxy-N-(4-oxo-3-{[2-(trifluoromethoxy)phenyl]methyl}-3,4-dihydroquinazolin-5-yl)-6-(trifluoromethyl)pyridine-2-carboxamide COC=1C=CC(=NC1C(F)(F)F)C(=O)NC1=C2C(N(C=NC2=CC=C1)CC1=C(C=CC=C1)OC(F)(F)F)=O